3-(bis(3,4-dimethoxyphenyl)methyl)pyridin-2-ol COC=1C=C(C=CC1OC)C(C=1C(=NC=CC1)O)C1=CC(=C(C=C1)OC)OC